tert-butyl (2S,4R)-2-((E)-3-ethoxy-3-oxoprop-1-en-1-yl)-4-fluoropyrrolidine-1-carboxylate C(C)OC(/C=C/[C@H]1N(C[C@@H](C1)F)C(=O)OC(C)(C)C)=O